acryloylaminobutyltrimethylammonium bromide [Br-].C(C=C)(=O)NCCCC[N+](C)(C)C